(2R)-2-[6-(5-chloro-2-{[(2S)-1-hydroxyprop-2-yl]amino}pyrimidin-4-yl)-1-oxo-2,3-dihydro-1H-isoindol-2-yl]-3-hydroxy-N-[1-(3-methylphenyl)cyclopropyl]propionamide ClC=1C(=NC(=NC1)N[C@H](CO)C)C1=CC=C2CN(C(C2=C1)=O)[C@@H](C(=O)NC1(CC1)C1=CC(=CC=C1)C)CO